Br.C(C)(C)(C)C1=C(N=CN1)C=C1C(NC(C(N1)=O)=CC1=CC=CC=C1)=O 3-[(5-tert-butyl-1H-imidazol-4-yl)methylene]-6-(benzylidene)-2,5-piperazinedione hydrobromide